tert-butyl (((3-(2-(dimethylamino)ethyl)-1H-indol-4-yl)oxy)methyl) succinate C(CCC(=O)OCOC1=C2C(=CNC2=CC=C1)CCN(C)C)(=O)OC(C)(C)C